C(C)OC(C(CC=1C=CC(=NC1)C(=O)O)C)=O 5-(3-ethoxy-2-methyl-3-oxopropyl)pyridine-2-carboxylic acid